(E)-(2'-(1,2-bis(3-fluorophenyl)vinyl)-[1,1'-biphenyl]-2-yl)diphenylphosphine FC=1C=C(C=CC1)/C(=C\C1=CC(=CC=C1)F)/C1=C(C=CC=C1)C1=C(C=CC=C1)P(C1=CC=CC=C1)C1=CC=CC=C1